OP(O)OP(O)O.C1=CC=CC=2C3=CC=CC=C3C12 biphenylene diphosphite